C[C@H]1/C=C/C=C(\\C(=O)NC2=C(C(=C3C(=C2O)C(=C(C4=C3C(=O)[C@](O4)(O/C=C/[C@@H]([C@H]([C@H]([C@@H]([C@@H]([C@@H]([C@H]1OP(=O)(O)O)C)O)C)OC(=O)C)C)OC)C)C)O)O)/C=N/N5CCN(CC5)C)/C The molecule is a member of the class of rifamycins that is rifamycin itself in which the hydroxy hydrogen at position 21 has been replaced by a phosphono group. It is a member of rifamycins, a N-iminopiperazine, a N-methylpiperazine, a cyclic ketal, a hydrazone, a semisynthetic derivative and a phosphate monoester. It derives from a rifampicin. It is a conjugate acid of a 21-phosphorifampicin(2-).